CC1=C(C2=C(N=CN=C2NC2(CC2)C)O1)C(=O)NCC1=CC(=NO1)C 6-methyl-N-[(3-methyl-1,2-oxazol-5-yl)methyl]-4-[(1-methylcyclopropyl)amino]furo[2,3-d]pyrimidine-5-carboxamide